N1=C(C=CC=C1)NC1=CC(=NC=N1)NC=1C=C2C=NNC2=CC1OC 5-(6-(Pyridin-2-ylamino)pyrimidin-4-ylamino)-6-methoxy-1H-indazole